ClC=1N=CC=C2C(=CC(=NC12)N1[C@@H](COCC1)C)OC 8-chloro-4-methoxy-2-((R)-3-methylmorpholin-4-yl)-[1,7]naphthyridine